Bis(2-naphthyl)methylene(cyclopentadienyl)(octamethyloctahydrodibenzofluorenyl)zirconium dichloride [Cl-].[Cl-].C1=C(C=CC2=CC=CC=C12)C(=[Zr+2](C1(C(C(C(C2(C3C(=C4C=5C=CC=CC5CC4=C21)C=CCC3)C)(C)C)(C)C)(C)C)C)C3C=CC=C3)C3=CC2=CC=CC=C2C=C3